OCC(C)(C)NC(N)=O N'-(1-hydroxy-2-methylpropan-2-yl)urea